N-(4-(naphthalen-1-yl)phenyl)-3-(naphthalen-2-yl)aniline C1(=CC=CC2=CC=CC=C12)C1=CC=C(C=C1)NC1=CC(=CC=C1)C1=CC2=CC=CC=C2C=C1